P(=O)(OC(C)(C)C)(OC(C)(C)C)OCN1C(C=CC(=C1C)N1CN(C2=CC(=C(C=C2C1=O)C(F)(F)F)F)C1=C(C=C(C=C1)F)C)=O di-tert-butyl ((5-(7-fluoro-1-(4-fluoro-2-methylphenyl)-4-oxo-6-(trifluoromethyl)-1,4-dihydroquinazolin-3(2H)-yl)-6-methyl-2-oxopyridin-1(2H)-yl)methyl) phosphate